2-Ethylbutyl ((((3aR,6R,6aR)-6-(3-carbamoylpyridin-1(4H)-yl)-2,2-dimethyltetrahydrofuro[3,4-d][1,3]dioxol-4-yl)methoxy)(phenoxy)phosphoryl)alaninate C(N)(=O)C1=CN(C=CC1)[C@@H]1OC([C@@H]2[C@H]1OC(O2)(C)C)COP(=O)(OC2=CC=CC=C2)N[C@@H](C)C(=O)OCC(CC)CC